methyl 3-chloro-4-(2-methoxy-2-oxoethyl)benzoate ClC=1C=C(C(=O)OC)C=CC1CC(=O)OC